C(CCCCCCCCCCCCCCCCC)(=O)OCCCCCCCCCCCCCCCC cetyl stearate